N-(4-bromo-2-(((1-(cyanomethyl)cyclopropyl)methyl)amino)-6-fluorophenyl)-2-(4-((6-((4-cyano-2-fluorophenoxy)methyl)pyridin-2-yl)oxy)piperidin-1-yl)acetamide BrC1=CC(=C(C(=C1)F)NC(CN1CCC(CC1)OC1=NC(=CC=C1)COC1=C(C=C(C=C1)C#N)F)=O)NCC1(CC1)CC#N